3-((6-chloropyridin-3-yl)methyl)-1-((2,4-dimethylthiazol-5-yl)methyl)-N-(1-methylcyclopropyl)-2,4-dioxo-1,2,3,4-tetrahydrothieno[2,3-d]pyrimidine-6-sulfonamide ClC1=CC=C(C=N1)CN1C(N(C2=C(C1=O)C=C(S2)S(=O)(=O)NC2(CC2)C)CC2=C(N=C(S2)C)C)=O